Methyl caproate hydrochloride Cl.C(CCCCC)(=O)OC